N-((1R,3r,5S,6r)-3-(6-chloro-1H-indazol-4-yl)-3-hydroxybicyclo[3.1.0]hexan-6-yl)-2,2,2-trifluoroethanesulfonamide ClC1=CC(=C2C=NNC2=C1)C1(C[C@H]2C([C@H]2C1)NS(=O)(=O)CC(F)(F)F)O